(4S)-2-chloro-4-[[(R)-2-methylpropan-2-sulfinyl]amino]-4,6-dihydrospiro[cyclopenta[d][1,3]thiazole-5,4-piperidine]-1-carboxylic acid tert-butyl ester C(C)(C)(C)OC(=O)S1C(=NC2=C1CC1(CCNCC1)[C@@H]2N[S@](=O)C(C)(C)C)Cl